(dicyclohexylphosphino)-2,2-diphenyl-1-methylcyclopropane C1(CCCCC1)P(C1CCCCC1)C1(C(C1)(C1=CC=CC=C1)C1=CC=CC=C1)C